O=CCSCCNC(O)=O.ClC(OC)Cl dichloro(methoxy)methane (2-((2-oxoethyl)thio)ethyl)carbamate